(E)-N-(4-(1-(6-(4-(4-(6-(2-(2,6-dioxopiperidin-3-yl)-1-oxoisoindolin-4-yl)hexyl)piperazin-1-yl)piperidin-1-yl)nicotinoyl)piperidin-4-yl)butyl)-3-(pyridin-3-yl)acrylamide O=C1NC(CCC1N1C(C2=CC=CC(=C2C1)CCCCCCN1CCN(CC1)C1CCN(CC1)C1=NC=C(C(=O)N2CCC(CC2)CCCCNC(\C=C\C=2C=NC=CC2)=O)C=C1)=O)=O